NCCOC(CN1C(=NC=2C(=NC=3C=CC=CC3C21)N)COCC)(C)C 1-(2-(2-aminoethoxy)-2-methylpropyl)-2-(ethoxymethyl)-1H-imidazo[4,5-c]quinoline-4-amine